n-methyl-3-(2-methyl-2H-tetrazol-5-yl)-4-((3-(trifluoromethoxy)phenyl)amino)benzenesulfonamide CNS(=O)(=O)C1=CC(=C(C=C1)NC1=CC(=CC=C1)OC(F)(F)F)C=1N=NN(N1)C